[3-(6-Amino-4-methoxy-pyridin-3-yl)-3,8-diaza-bicyclo[3.2.1]oct-8-yl]-[5-(4-fluoro-phenoxy)-4-methoxy-pyridin-2-yl]-methanone NC1=CC(=C(C=N1)N1CC2CCC(C1)N2C(=O)C2=NC=C(C(=C2)OC)OC2=CC=C(C=C2)F)OC